C(C)(C)(C)OC(=O)N1C2CN(CC1CCC2)C=2C1=C(N=C(N2)Cl)C(=C(N=C1)Cl)F 3-(2,7-dichloro-8-fluoro-pyrido[4,3-d]pyrimidin-4-yl)-3,9-diazabicyclo[3.3.1]nonane-9-carboxylic acid tert-butyl ester